N-(3-(5-chloro-2-methoxyphenyl)-1-(2-(2,5-dihydro-1H-pyrrol-1-yl)-2-oxoethyl)-1H-pyrazol-4-yl)pyrazolo[1,5-a]pyrimidine-3-carboxamide ClC=1C=CC(=C(C1)C1=NN(C=C1NC(=O)C=1C=NN2C1N=CC=C2)CC(=O)N2CC=CC2)OC